2,3-difluoropropyl triflate O(S(=O)(=O)C(F)(F)F)CC(CF)F